[F-].[Fe+2].[Mn+2].C1=NC=CC2=C1N(C1=CC=CC=C21)CCCOC2=CC=C(C(=O)NC1=C(C=CC=C1)N)C=C2.[F-].[F-].[F-] 4-(3-(9H-pyrido[3,4-b]indol-9-yl)propoxy)-N-(2-aminophenyl)benzamide manganese-iron fluoride